NCC1=NN(C=2N(C([C@H]([C@H](C21)C2=CC=C(C=C2)F)NC(C2=CC(=CC=C2)C(F)(F)F)=O)=O)CC)C2=CC=CC=C2 N-((4S,5S)-3-(aminomethyl)-7-ethyl-4-(4-fluorophenyl)-6-oxo-1-phenyl-4,5,6,7-tetrahydro-1H-pyrazolo[3,4-b]pyridin-5-yl)-3-(trifluoromethyl)benzamide